(E)-N1-((Z)-4-(mesitylamino)pent-3-en-2-ylidene)benzene-1,2-diamine C1(=C(C(=CC(=C1)C)C)N\C(=C/C(/C)=N/C=1C(=CC=CC1)N)\C)C